formamidopyrimidine C1=CN=C(N=C1)NC=O